6-(piperidin-1-yl)picolinate N1(CCCCC1)C1=CC=CC(=N1)C(=O)[O-]